sodium ((2-(1-cyclopropylethyl)-6-(4-methoxy-4-oxobutan-2-yl) phenoxy) methyl) phosphonate P(OCOC1=C(C=CC=C1C(C)CC(=O)OC)C(C)C1CC1)([O-])=O.[Na+]